tert-butyl 2-((4-chloro-2-fluorobenzyl)oxy)-3-(1H-imidazol-1-yl)-5,8-dihydro-1,7-naphthyridine-7(6H)-carboxylate ClC1=CC(=C(COC2=NC=3CN(CCC3C=C2N2C=NC=C2)C(=O)OC(C)(C)C)C=C1)F